C(C1=CC=CC=C1)(=O)C1=C(N(C=C1)CC1=CC(=CC=C1)C1(CCC1)NC(=O)OC(C)(C)C)C(=O)[O-] 3-benzoyl-1-(3-(1-((tert-butoxycarbonyl) amino) cyclobutyl) benzyl)-1H-pyrrole-2-carboxylate